CS(=O)(=O)[O-].C(CCCCCCCC)[NH+]1CC(CCC1)CCC 1-Nonyl-3-propylpiperidinium methansulfonat